(Z)-N'-(2-methoxyphenyl)-4-(1,4,4,4-tetrafluoro-3-(3,4,5-trichlorophenyl)but-1-en-1-yl)-2-(trifluoromethyl)benzoyl-hydrazine COC1=C(C=CC=C1)NNC(C1=C(C=C(C=C1)/C(=C/C(C(F)(F)F)C1=CC(=C(C(=C1)Cl)Cl)Cl)/F)C(F)(F)F)=O